BrC1=CC=C(C=N1)C1=CC=C(C=C1)N1C(CC2=CC=C(C=C12)CC)=O 1-(4-(6-bromopyridin-3-yl)phenyl)-6-ethylindolin-2-one